N-((3S,4S)-1-(5-(6-(2,2-difluoroethoxy)-1H-pyrazolo[3',4':3,4]pyrazolo[1,5-a]pyridin-4-yl)pyridin-2-yl)-3-hydroxypiperidin-4-yl)-2,6-difluorobenzamide FC(COC=1C=C(C=2N(C1)N=C1C2C=NN1)C=1C=CC(=NC1)N1C[C@@H]([C@H](CC1)NC(C1=C(C=CC=C1F)F)=O)O)F